4-(Azidomethyl)-1-(3-chloro-4-(2,3-dihydrobenzofuran-5-yl)benzyl)piperidine N(=[N+]=[N-])CC1CCN(CC1)CC1=CC(=C(C=C1)C=1C=CC2=C(CCO2)C1)Cl